(1,1-dimethyl-3-oxobutyl) acrylate C(C=C)(=O)OC(CC(C)=O)(C)C